(3-methacryloxy-2-hydroxypropoxy)propyl-bis(trimethylsiloxy)methylsilane iron-manganese-boron [B].[Mn].[Fe].C(C(=C)C)(=O)OCC(COCCC[SiH2]C(O[Si](C)(C)C)O[Si](C)(C)C)O